FC1=C(C=CC=C1)NC(NC1=CC(=CC=2[C@H](C(OC21)(C)C)C2=CC=CC=C2)C2=C(C(=O)O)C=CC=C2)=O |r| (±)-2-(7-(3-(2-Fluorophenyl)ureido)-2,2-dimethyl-3-phenyl-2,3-dihydrobenzofuran-5-yl)benzoic acid